FC(C1=NC=C(C=N1)CC1CC2(CNC2)C1)(F)F 6-[[2-(trifluoro-methyl)pyrimidin-5-yl]methyl]-2-azaspiro[3.3]heptane